Methyl (3-methoxy-1-methyl-1H-pyrazole-4-carbonyl)glycinate COC1=NN(C=C1C(=O)NCC(=O)OC)C